4-(5-(3-((tert-butyldimethylsilyl)oxy)propyl)-6-methoxythieno[3,2-b]Pyridin-2-yl)-4-oxobutanoic acid tert-butyl ester C(C)(C)(C)OC(CCC(=O)C1=CC2=NC(=C(C=C2S1)OC)CCCO[Si](C)(C)C(C)(C)C)=O